((2-(3'-(7-cyano-5-((3-(hydroxymethyl)azetidin-1-yl)methyl)benzo[d]oxazol-2-yl)-2,2'-dimethyl-[1,1'-biphenyl]-3-yl)-6-(difluoromethoxy)benzo[d]oxazol-5-yl)methyl)-L-proline C(#N)C1=CC(=CC=2N=C(OC21)C=2C(=C(C=CC2)C2=C(C(=CC=C2)C=2OC1=C(N2)C=C(C(=C1)OC(F)F)CN1[C@@H](CCC1)C(=O)O)C)C)CN1CC(C1)CO